3-[4-(2,2,2-trifluoro-1,1-dimethyl-ethoxy)phenyl]azetidine-1-carboxylic acid tert-butyl ester C(C)(C)(C)OC(=O)N1CC(C1)C1=CC=C(C=C1)OC(C(F)(F)F)(C)C